4-(Naphthalen-2-yl)pyrimidin C1=C(C=CC2=CC=CC=C12)C1=NC=NC=C1